FC(CN1N=CC=2C1=NC(=CN2)N2CC1(CN(C1)C1=CC(=NC=C1C(C)C)C(F)(F)F)CC2)F 1-(2,2-difluoroethyl)-6-(2-(5-isopropyl-2-(trifluoromethyl)pyridin-4-yl)-2,6-diazaspiro[3.4]octan-6-yl)-1H-pyrazolo[3,4-b]pyrazine